C(#N)CC1=CC=C(C=C1)C1=CC(=CC=C1)S(=O)(=O)N1CCC2(C[C@H](CO2)NC[C@@H](COC=2C=C(C=CC2)S(=O)(=O)NC)O)CC1 3-((S)-3-((R)-8-(4'-(cyanomethyl)biphenyl-3-ylsulfonyl)-1-oxa-8-azaspiro[4.5]dec-3-ylamino)-2-hydroxypropoxy)-N-methylbenzenesulfonamide